OC1=CC=C(C=C1)CCC(=O)NC1=C(C(=O)O)C=C(C=C1)O 2-(3-(4-hydroxy-phenyl)-propionamido)-5-hydroxy-benzoic acid